C(C#CC)(=O)N1C[C@@H](CC1)C1=NC(=C2N1C=CN=C2)C2=C(C=C(C(=O)NC1=NC=CC(=C1)C(F)(F)F)C=C2)F (R)-4-(3-(1-(but-2-ynoyl)pyrrolidin-3-yl)imidazo[1,5-a]pyrazin-1-yl)-3-fluoro-N-(4-(trifluoromethyl)pyridin-2-yl)benzamide